BrC1=CC2=C(C3=C(S2)C=CC(=C3)I)C=C1 7-bromo-2-iododibenzo[b,d]thiophene